FC(OC=1C=2N(C=CC1)N=C(C2)[C@H]2N(CCC1=C2N=CN1)C1=NC=C(C=C1)C(F)(F)F)F (S)-4-(4-(difluoromethoxy)pyrazolo[1,5-a]pyridin-2-yl)-5-(5-(trifluoromethyl)pyridin-2-yl)-4,5,6,7-tetrahydro-1H-imidazo[4,5-c]pyridine